butyl 3-fluoro-4-hydroxy-3-methylpiperidine-1-carboxylate FC1(CN(CCC1O)C(=O)OCCCC)C